FC1(C2CC(CC(C1)N2)NC2=CC=C1C(=N2)OCC=2C=C(C=CC21)N2N=CC=N2)F 6,6-difluoro-N-[8-(1,2,3-triazol-2-yl)-6H-isochromeno[3,4-b]pyridin-3-yl]-8-azabicyclo[3.2.1]octan-3-amine